5-formylindole C(=O)C=1C=C2C=CNC2=CC1